ClC1=NN(C(=C1CS(=O)(=O)C1=NOC(C1)(C)CC)C(F)F)CC(F)F 3-(((3-chloro-1-(2,2-difluoroethyl)-5-(difluoromethyl)-1H-pyrazol-4-yl)methyl)sulfonyl)-5-ethyl-5-methyl-4,5-dihydroisoxazole